(S)-8-((3S,5R)-4-acryloyl-3,5-dimethylpiperazin-1-yl)-3-(benzyloxy)-11-(4-fluorophenyl)-10-(trifluoromethyl)-3,4-dihydro-2H,6H-[1,4]thiazepino[2,3,4-ij]quinazolin-6-one C(C=C)(=O)N1[C@H](CN(C[C@H]1C)C1=NC(N2C3=C(C(=C(C=C13)C(F)(F)F)C1=CC=C(C=C1)F)SC[C@H](C2)OCC2=CC=CC=C2)=O)C